ClC1=CC=C(C=C1)NC(=O)N1C2CN(CC1CC2)CC2=C(N=C1N2C=CC=C1)C1=CC=C(C=C1)Cl N-(4-chlorophenyl)-3-{[2-(4-chlorophenyl)imidazo[1,2-a]pyridin-3-yl]methyl}-3,8-diazabicyclo[3.2.1]octane-8-carboxamide